C(C)(C)(C)N[SiH2]NC(C)(C)C Bis(tertbutylamino)silane